(4S,5S,7R)-6-(tert-butoxycarbonyl)-1-methyl-4,5,6,7-tetrahydro-1H-4,7-methanopyrazolo[3,4-c]pyridine-5-carboxylic acid C(C)(C)(C)OC(=O)N1[C@H]2C3=C([C@@H]([C@H]1C(=O)O)C2)C=NN3C